ClC1=CC=C(C(=N1)N1N=C(C=C1OC)C(F)F)C1(OCCO1)C 6-chloro-2-[3-(difluoromethyl)-5-methoxy-pyrazol-1-yl]-3-(2-methyl-1,3-dioxolan-2-yl)pyridine